(S)-2-(3-(cyclobutoxy(4-methyl-4H-1,2,4-triazol-3-yl)methyl)phenyl)-6-(((1-methylcyclobutyl)amino)methyl)-4-(trifluoromethyl)isoindolin-1-one C1(CCC1)O[C@@H](C=1C=C(C=CC1)N1C(C2=CC(=CC(=C2C1)C(F)(F)F)CNC1(CCC1)C)=O)C1=NN=CN1C